calcium margarate C(CCCCCCCCCCCCCCCC)(=O)[O-].[Ca+2].C(CCCCCCCCCCCCCCCC)(=O)[O-]